CC(COC=1C=C(N)C=CC1)=C 3-[(2-methyl-2-propen-1-yl)oxy]aniline